FC1=C(C=C(C=C1)NC(=O)C=1C=C(N2CCCCC12)C(C(=O)N[C@@H](C(=O)O)C(C)(C)C)=O)C (R)-2-(2-(1-((4-fluoro-3-methylphenyl)carbamoyl)-5,6,7,8-tetrahydroindolizin-3-yl)-2-oxoacetamido)-3,3-dimethylbutanoic acid